tert-butyl (R)-9-(4-((3-cyano-6-(3-(3-methyl-2-oxoimidazolidin-1-yl) piperidin-1-yl) pyrazin-2-yl) amino) phenyl)-2,9-diazaspiro[5.5]undecane-2-carboxylate C(#N)C=1C(=NC(=CN1)N1C[C@@H](CCC1)N1C(N(CC1)C)=O)NC1=CC=C(C=C1)N1CCC2(CCCN(C2)C(=O)OC(C)(C)C)CC1